N-(4-((7-methyl-7H-pyrrolo[2,3-D]pyrimidine-4-yl)oxy)phenyl)-2-(thiophen-2-yl)acetamide CN1C=CC2=C1N=CN=C2OC2=CC=C(C=C2)NC(CC=2SC=CC2)=O